5-(3-fluoro-4-methoxyphenyl)-1-(4-aminophenyl)-3-trifluoromethyl-1H-pyrazole-4-carbonitrile FC=1C=C(C=CC1OC)C1=C(C(=NN1C1=CC=C(C=C1)N)C(F)(F)F)C#N